3,3,5-trimethylheptane CC(CC)(CC(CC)C)C